NC=1C2=C(N=CN1)N(C=C2C2=CC=C(C=C2)NC(=O)NC2=C(C=CC=C2)F)CCN2CCOCC2 1-(4-(4-amino-7-(2-morpholinoethyl)-7H-pyrrolo[2,3-d]pyrimidin-5-yl)phenyl)-3-(2-fluorophenyl)urea